2-ethylmorpholine-4-carboxylic acid tert-butyl ester C(C)(C)(C)OC(=O)N1CC(OCC1)CC